N-[3-(1H-benzo[d]imidazol-2-yl)phenyl]-5-oxazol-2-yl-pyrimidin-2-amine N1C(=NC2=C1C=CC=C2)C=2C=C(C=CC2)NC2=NC=C(C=N2)C=2OC=CN2